N[C@H](C1CCN(CC1)C([C@H](C)O)=O)C1=C(C=C(C(=C1)Cl)Cl)O (S)-1-(4-((R)-amino(4,5-dichloro-2-hydroxyphenyl)methyl)piperidin-1-yl)-2-hydroxypropan-1-one